methyl((methyl)oxo-lambda6-sulfanylidene)amino(3-methyl-1-oxobutan-2-yl)carbamate COC(N(C(C=O)C(C)C)N=S(=O)C)=O